(3S)-3-(4-(2-(1-(6,7-dihydro-5H-pyrrolo[1,2-c]imidazol-1-yl)-2-oxo-2-(thiazol-2-ylamino)ethyl)-7-fluoro-3-oxoisoindolin-5-yl)phenoxy)pyrrolidine-1-carboxylic acid tert-butyl ester C(C)(C)(C)OC(=O)N1C[C@H](CC1)OC1=CC=C(C=C1)C=1C=C2C(N(CC2=C(C1)F)C(C(NC=1SC=CN1)=O)C1=C2N(C=N1)CCC2)=O